(4-fluoro-benzyl)-indoline-2,3-dione FC1=CC=C(CN2C(C(C3=CC=CC=C23)=O)=O)C=C1